ICCC(C(C(C(C(C(CCI)(F)F)(F)F)(F)F)(F)F)(F)F)(F)F 1,10-Diiodo-3,3,4,4,5,5,6,6,7,7,8,8-dodecafluorodecane